C1=CC=CC=2C3=CC=CC=C3C(=CC12)C1=C(N)C=CC=C1 2-(phenanthren-9-yl)aniline